C(C)O[C@H]1[C@H]2CN([C@@](C1)(CC2)C2=CC=C(C(=O)O)C=C2)CC2=C1C=CNC1=C(C=C2OC)C 4-((1r,4r,5r)-5-ethoxy-2-((5-methoxy-7-methyl-1H-indol-4-yl)methyl)-2-azabicyclo[2.2.2]oct-1-yl)benzoic acid